CC1(OC[C@@H](O1)/C=C/C=O)C (S,E)-3-(2,2-dimethyl-1,3-dioxolan-4-yl)acrolein